O1N=C(C=C1)N1[C@H]([C@H](CC1)NS(=O)(=O)C)CO[C@@H]1CC[C@@H](CC1)C1=CC=CC=C1 N-((2R,3S)-1-(isoxazol-3-yl)-2-((((CIS)-4-phenylcyclohexyl)oxy)methyl)pyrrolidin-3-yl)methanesulfonamide